COCCN(CC[C@H](C(=O)O)NC1=NC2=CC=CC=C2N=C1)CCCCC1=NC=2NCCCC2C=C1 (R)-4-((2-methoxyethyl)(4-(5,6,7,8-tetrahydro-1,8-naphthyridin-2-yl)butyl)amino)-2-(quinoxalin-2-ylamino)butanoic acid